(S,E)-Benzyl 8-(tert-butyldiphenylsilyloxy)-2-methyloct-5-en-4-ylcarbamate [Si](C1=CC=CC=C1)(C1=CC=CC=C1)(C(C)(C)C)OCC/C=C/[C@H](CC(C)C)NC(OCC1=CC=CC=C1)=O